3,4-dihydroxyphenyl-serine OC=1C=C(C=CC1O)N[C@@H](CO)C(=O)O